CN1C(=CC=2C(CCCC12)=O)CCC(=O)O 3-(1-methyl-4-oxo-4,5,6,7-tetrahydro-1H-indol-2-yl)propanoic acid